2-acetyl-2-(4,4-dimethyl-1-piperidinyl)-6-methyl-chromen-4-one C(C)(=O)C1(OC2=CC=C(C=C2C(C1)=O)C)N1CCC(CC1)(C)C